N-(2-(3-chloro-5-(trifluoromethyl)pyridin-2-yl)ethyl)-3-phenyl-1,2,4-oxadiazole-5-carboxamide ClC=1C(=NC=C(C1)C(F)(F)F)CCNC(=O)C1=NC(=NO1)C1=CC=CC=C1